bis(triethoxysilylethyl)ethane tert-butyl-1-({2-methyl-8-[4-(trifluoromethyl)-phenyl]-2H,8H-pyrazolo[3,4-b]indol-5-yl}formamido)-3,6,9,12-tetraoxa-hexadecan-16-oate C(C)(C)(C)OC(CCCOCCOCCOCCOCCNC(=O)C=1C=C2C=3C(N(C2=CC1)C1=CC=C(C=C1)C(F)(F)F)=NN(C3)C)=O.C(C)O[Si](OCC)(OCC)CCC(C)CC[Si](OCC)(OCC)OCC